bifurandicarboxylic acid O1C(=C(C(=C1)C(=O)O)C(=O)O)C=1OC=CC1